pyrido[4',3':4,5]pyrrolo[2,3-c][1,7]naphthyridine C1=C2C3=C(C=NC2=CN=C1)NC1=C3C=CN=C1